tert-butyl (3-cyano-1H-indol-6-yl)carbamate C(#N)C1=CNC2=CC(=CC=C12)NC(OC(C)(C)C)=O